2-[4-[8-[3-chloro-4-(3-hydroxy-3-methylazetidine-1-carbonyl)anilino]imidazo[1,2-a]pyrazin-3-yl]-3-(trifluoromethyl)pyrazol-1-yl]acetonitrile ClC=1C=C(NC=2C=3N(C=CN2)C(=CN3)C=3C(=NN(C3)CC#N)C(F)(F)F)C=CC1C(=O)N1CC(C1)(C)O